2-mesityl-imidazolium bromide [Br-].C1(=C(C(=CC(=C1)C)C)C=1NC=C[NH+]1)C